FC1(C(C1C(=O)OC)C(=O)O)F 2,2-difluoro-3-(methoxycarbonyl)cyclopropane-1-carboxylic acid